FC1=CC=C(C=C1)C1=NOC(=N1)[C@H](C)NC(OC(C)(C)C)=O tert-butyl N-[(1S)-1-[3-(4-fluorophenyl)-1,2,4-oxadiazol-5-yl]ethyl]carbamate